5,10,15,20-tetrakis(4-methoxyphenyl)-21H,23H-porphine cobalt [Co].COC1=CC=C(C=C1)C=1C2=CC=C(N2)C(=C2C=CC(C(=C3C=CC(=C(C=4C=CC1N4)C4=CC=C(C=C4)OC)N3)C3=CC=C(C=C3)OC)=N2)C2=CC=C(C=C2)OC